COC(=O)C=1C=NC(=CC1C1=CC(=NC=C1OC)C)C 5'-methoxy-2',6-dimethyl-[4,4'-bipyridine]-3-carboxylic acid methyl ester